C1(CC1)N1C[C@@H](CC1)OC1=C(C=C2C(=NC=NC2=C1)NC1=CC(=NC=C1)C1=C(C=CC=C1)F)N (R)-7-((1-cyclopropylpyrrolidin-3-yl)oxyl)-N4-(2-(2-fluorophenyl)pyridin-4-yl)quinazoline-4,6-diamine